NC1CC=2NC=3C=CC=CC3C2CNC1=O 4-amino-1,4,5,6-tetrahydroazepino(4,3-b)indol-3(2H)-one